Butyl-Amin C(CCC)N